2-([1,1'-biphenyl]-4-yloxy)-N-methylethan-1-amine C1(=CC=C(C=C1)OCCNC)C1=CC=CC=C1